6-((1-cyclopropyl-3-oxoisoindolin-2-yl)methyl)benzo[d]oxazol-2(3H)-one C1(CC1)C1N(C(C2=CC=CC=C12)=O)CC1=CC2=C(NC(O2)=O)C=C1